[Na].[Na].COC(=O)C1=CC=C(C=C1)P(O)(O)=O (4-methoxycarbonylphenyl)phosphonic acid disodium